C(C(C)C)NC=1C=CC2=CC=3C=CCC(C3C=C2C1)NC1=CC=C(C=C1)N1CCOCC1 3-(isobutylamino)-5-((4-morpholinophenyl)amino)-6H-anthracene